COC(=O)[C@]1(OC[C@H](C1)NC(=O)C1(CC(=NO1)C1=CC(=CC=C1)F)C)OC (2s,4s)-4-[[3-(3-fluorophenyl)-5-methyl-4H-isoxazole-5-carbonyl]amino]-2-methoxytetrahydrofuran-2-carboxylic acid methyl ester